(2S,4R)-1-((R)-2-(2-naphthamido)-3-cyclohexylpropanoyl)-N-(1-amino-2-hydroxy-4-methyl-1-oxopentan-3-yl)-4-phenylpyrrolidine-2-carboxamide C1=C(C=CC2=CC=CC=C12)C(=O)N[C@@H](C(=O)N1[C@@H](C[C@@H](C1)C1=CC=CC=C1)C(=O)NC(C(C(=O)N)O)C(C)C)CC1CCCCC1